(R)-3-(3-(2,5-difluorophenoxy)-5-fluorophenyl)isoxazolidine FC1=C(OC=2C=C(C=C(C2)F)[C@@H]2NOCC2)C=C(C=C1)F